N2-(benzo[d][1,3]dioxol-5-yl)-N4-(2-fluoro-3-(trifluoromethyl)phenyl)-5-(trifluoromethyl)pyrimidine-2,4-diamine O1COC2=C1C=CC(=C2)NC2=NC=C(C(=N2)NC2=C(C(=CC=C2)C(F)(F)F)F)C(F)(F)F